Ethyl-(2,4,6-trimethylbenzoyl)-phenylphosphinat C(C)OP(=O)(C1=CC=CC=C1)C(C1=C(C=C(C=C1C)C)C)=O